tert-butyl (6-(2-chloro-5-(2,2-dichloro-3-(3,5-dichlorophenyl)cyclopropane-1-carboxamido)benzamido)pyridin-2-yl)carbamate ClC1=C(C(=O)NC2=CC=CC(=N2)NC(OC(C)(C)C)=O)C=C(C=C1)NC(=O)C1C(C1C1=CC(=CC(=C1)Cl)Cl)(Cl)Cl